COC=1C=C2C(=NC=NC2=CC1OC)OC1=CC(=C(C(=C1)F)C(C(=O)NC1=CC(=CC(=C1)OC)F)=O)F 2-(4-((6,7-dimethoxyquinazolin-4-yl)oxy)-2,6-difluorophenyl)-N-(3-fluoro-5-methoxyphenyl)-2-oxoacetamide